P(O)(=O)(OP(=O)(O)O)OC[C@@H]1[C@H]([C@H]([C@@H](O1)N1C=[N+](C=2C(=O)NC(N)=NC12)CC1=NC=CC=C1)O)O N7-(pyridin-2-ylmethyl)guanosine 5'-diphosphate